(2R,3R,5R)-4-[[3-(3,4-difluoro-2-methoxy-phenyl)-5-methyl-5-(trifluoromethyl)tetrahydrofuran-2-carbonyl]amino]-1-oxo-pyridin-1-ium-2-carboxamide FC=1C(=C(C=CC1F)[C@@H]1C(O[C@](C1)(C(F)(F)F)C)C(=O)NC1=C[C@@H]([N+](C=C1)=O)C(=O)N)OC